N-(FLUORO-5-(TRIFLUOROMETHYL)PHENYL)-6-METHOXY-[1,2,5]OXADIAZOLO[3,4-B]PYRAZIN-5-AMINE FC1=C(C=C(C=C1)C(F)(F)F)NC1=NC=2C(N=C1OC)=NON2